N=C(CCCSCCC(=O)OCCCCCCCCCCCCCC)NNC(CCCCCCCCCCCCCCCCC)=O tetradecyl 3-((4-imino-4-(2-stearoylhydrazineyl)butyl)thio)propanoate